CC1=CC=CC(=N1)C1=C(N=CN1)C=1C=C2C=C(C=NC2=CC1)N1CC(C1)C(=O)OC1CCNCC1 piperidin-4-yl 1-(6-(5-(6-methylpyridin-2-yl)-1H-imidazol-4-yl)quinolin-3-yl)azetidine-3-carboxylate